C1=CC=CC1 Cyclopenta-dien